FC(OC1=CC=C(C=C1)C=1C=C(N=NC1C)NC1=NC(=NC=C1F)N1C[C@H](O[C@H](C1)C)C)F 5-(4-(difluoromethoxy)phenyl)-N-(2-((2R,6S)-2,6-dimethylmorpholinyl)-5-fluoropyrimidin-4-yl)-6-methylpyridazin-3-amine